(E)-N-hydroxy-3-(4-(indolin-1-ylmethyl)phenyl)acrylic amide ONC(\C=C\C1=CC=C(C=C1)CN1CCC2=CC=CC=C12)=O